ICC#COC(NCCCC)=O iodopropynylbutyl-carbamate